C[C@H](CC)N1C=NC(=C1)C(=O)O 1-[(2R)-butan-2-yl]-1H-imidazole-4-carboxylic acid